ClC1=C(N(C=2C(NC=C(C21)Cl)=O)COCC[Si](C)(C)C)C(=O)OCC ethyl 3,4-dichloro-7-oxo-1-{[2-(trimethylsilyl)ethoxy]methyl}-6,7-dihydro-1H-pyrrolo[2,3-c]pyridine-2-carboxylate